BrC1=C2CCN([C@@H](C2=C(C=C1)OCC1=NOC(=N1)C(C)C)CN1C(CCC1)=O)C(=O)[C@H]1[C@H](CCCC1)C(=O)O (1S,2r)-2-((S)-5-bromo-8-((5-isopropyl-1,2,4-oxadiazol-3-yl)methoxy)-1-((2-oxopyrrolidin-1-yl)methyl)-1,2,3,4-tetrahydroisoquinoline-2-carbonyl)cyclohexane-1-carboxylic acid